tert-butyl 2-amino-6-bromo-7-chloro-1H-benzo[d]imidazole-1-carboxylate NC1=NC2=C(N1C(=O)OC(C)(C)C)C(=C(C=C2)Br)Cl